1-(5-Chloro-2-((2-(((1,1,1,3,3,3-hexafluoropropan-2-yl)oxy)carbonyl)-2,8-diazaspiro[4.5]decan-8-yl)methyl)phenyl)piperidine-4-carboxylic acid ClC=1C=CC(=C(C1)N1CCC(CC1)C(=O)O)CN1CCC2(CCN(C2)C(=O)OC(C(F)(F)F)C(F)(F)F)CC1